C1(=CC=CC=C1)P(=O)(C1=CC=CC=C1)C(C(=O)O)C(C(=O)O)P(=O)(C1=CC=CC=C1)C1=CC=CC=C1 2,3-di(diphenyl-phosphoryl)succinic acid